C(C)(C)N(C1=CC=CC=C1)C1=CC=C(C=C1)C=C isopropyl-N-(4-vinylphenyl)aniline